N[C@@H](C(=O)N[C@H](C(=O)N[C@@H](CC=1N=CNC1)C1=NC(=NO1)CC1=CC=CC=C1)CC1=C(C=C(C=C1C)O)C)CCCNC(=N)N (R)-2-amino-N-((S)-1-(((S)-1-(3-benzyl-1,2,4-oxadiazol-5-yl)-2-(1H-imidazol-4-yl)ethyl)amino)-3-(4-hydroxy-2,6-dimethylphenyl)-1-oxopropan-2-yl)-5-guanidino-pentanamide